FC1=CC(=C(C(=C1)C)NC(=O)N=[S@@](=O)(N)C=1C=NN2C1OCCC2)C2=CC(=NC=C2)OC (S)-N'-((4-fluoro-2-(2-methoxypyridin-4-yl)-6-methylphenyl)carbamoyl)-6,7-dihydro-5H-pyrazolo[5,1-b][1,3]oxazine-3-sulfonimidamide